C1(CC1)OC[C@@H](C(F)(F)F)NC(N([C@H](C(F)(F)F)C1=NC=C(C(=C1)C=1N=C(C=2N(C1)C=C(N2)C)OC)OC)CC)=O 3-((S)-3-cyclopropoxy-1,1,1-trifluoropropan-2-yl)-1-ethyl-1-((S)-2,2,2-trifluoro-1-(5-methoxy-4-(8-methoxy-2-methylimidazo[1,2-a]pyrazin-6-yl)pyridin-2-yl)ethyl)urea